2-(azetidin-3-ylidene)acetonitrile TFA salt OC(=O)C(F)(F)F.N1CC(C1)=CC#N